(3S,4aS,9bS)-3-fluoro-7-(trifluoromethyl)-1,2,3,4,4a,9b-hexahydrobenzofuro[3,2-b]pyridine hydrochloride Cl.F[C@H]1C[C@H]2[C@@H](NC1)C1=C(O2)C=C(C=C1)C(F)(F)F